C(C1=CC=CC=C1)OC=1C=C2CCNC(C2=CC1OC)\C=C\C1=C(C=C(C(=C1)OCC1=CC(=CC=C1)C)OC)C 6-(benzyloxy)-7-methoxy-1-[(E)-2-{4-methoxy-2-methyl-5-[(3-methylphenyl)methoxy]phenyl}ethenyl]-1,2,3,4-tetrahydroisoquinoline